C(CC)N(CCC)CCC tripropyl-amine